C1(=CC=C(C=C1)NC1=CC=C(C=C1)C1=C(C=CC=C1)N1C2=CC=CC=C2C=2C=CC=CC12)C1=CC=CC=C1 N-([1,1'-biphenyl]-4-yl)-2'-(9H-carbazol-9-yl)[1,1'-biphenyl]-4-amine